C1=C(C(=C(C(=C1Br)O)Br)O)Br tribromoresorcinol